FCCOCOCCF di(2-fluoroethoxy)methane